6-[(2R,3R)-3-aminobutan-2-yl]-7-methyl-N-[(thiophen-2-yl)methyl]thieno[3,2-c]pyridazin-4-amine N[C@@H]([C@@H](C)C1=C(C=2N=NC=C(C2S1)NCC=1SC=CC1)C)C